(but-3-en-1-yl)-2'-chloro-4-hydroxy-5'-vinyl-2H-[1,4'-bipyridin]-2-one C(CC=C)C=1C(N(C=CC1O)C1=CC(=NC=C1C=C)Cl)=O